C(C1=CC=CC=C1)(=O)O[C@@H]1[C@H](O[C@@H]([C@H]([C@@H]1OC(C1=CC=CC=C1)=O)OC(C1=CC=CC=C1)=O)COC(C1=CC=CC=C1)=O)O[C@@H]1[C@@H]([C@@](O)(O[C@@H]([C@H]1OC(C1=CC=CC=C1)=O)C(O)C(C1=CC=CC=C1)(C1=CC=CC=C1)C1=CC=CC=C1)OCCN=[N+]=[N-])OC(C1=CC=CC=C1)=O 2,3,4,6-tetra-O-benzoyl-α-D-mannopyranosyl-(1→3)-6-trityl-2,4-di-O-benzoyl-2-azidoethoxy-α-D-mannopyranose